FC1=CC=C(C=C1)N1C=CC2=CC=C(C=C12)C1=NNC(=C1)NC(C1=CC=C(C=C1)NC1CCN(CC1)C)=O N-(3-(1-(4-fluorophenyl)-1H-indol-6-yl)-1H-pyrazol-5-yl)-4-((1-methylpiperidin-4-yl)amino)benzamide